COCCCC1=CC=C(C=C1)C1=CC=C(C=C1)C1(CC1)NC(=O)NC1(CCN2CCC1CC2)C 1-(1-(4'-(3-Methoxypropyl)-[1,1'-biphenyl]-4-yl)cyclopropyl)-3-(4-methyl-1-azabicyclo[3.2.2]nonan-4-yl)urea